2-(((6-(5-fluoropyrimidin-2-yl)bicyclo[4.1.0]hept-3-yl)oxy)methyl)-5-methylpyrrolidine-1-carboxylic acid isopropyl ester C(C)(C)OC(=O)N1C(CCC1C)COC1CC2CC2(CC1)C1=NC=C(C=N1)F